(R,E)-N-(4-((4-([1,2,4]triazolo[1,5-a]pyridin-7-yloxy)-2-methoxyphenyl)amino)-7-methoxyquinazolin-6-yl)-2-fluoro-3-(1-methylpyrrolidin-2-yl)acrylamide N=1C=NN2C1C=C(C=C2)OC2=CC(=C(C=C2)NC2=NC=NC1=CC(=C(C=C21)NC(/C(=C\[C@@H]2N(CCC2)C)/F)=O)OC)OC